4-amino-7-fluoro-1-methyl-N-(2-propanyl)-N-((5-(trifluoromethyl)-2-pyridinyl)methyl)-1H-pyrazolo[4,3-c]quinoline-8-carboxamide NC1=NC=2C=C(C(=CC2C2=C1C=NN2C)C(=O)N(CC2=NC=C(C=C2)C(F)(F)F)C(C)C)F